C1(CCCC1)OC(=O)NC(C)C cyclopentyl(prop-2-ylamino)methanoate